methyl (S)-2-acrylamido-3-(4-(tert-butoxy)phenyl)propanoate C(C=C)(=O)N[C@H](C(=O)OC)CC1=CC=C(C=C1)OC(C)(C)C